tert-butyl 4-(2,2-dimethyl-2H-1,3-benzodioxol-5-yl)piperidine-1-carboxylate CC1(OC2=C(O1)C=CC(=C2)C2CCN(CC2)C(=O)OC(C)(C)C)C